O[C@@H](C#CC1=CN=CC2=CC(=CC=C12)OC)C 4-((R)-3-hydroxybut-1-yn-1-yl)-7-methoxyisoquinoline